[Fe].C1(CCCC1)P(C1=CC=CC=C1)C1=CC=CC=C1.C1(CCCC1)P(C1=CC=CC=C1)C1=CC=CC=C1 bis(cyclopentyldiphenylphosphane) iron (0)